benzyl (7S)-6-((4-phenoxybenzoyl)glycyl)-1-oxa-6-azaspiro[3.4]octane-7-carboxylate O(C1=CC=CC=C1)C1=CC=C(C(=O)NCC(=O)N2CC3(CCO3)C[C@H]2C(=O)OCC2=CC=CC=C2)C=C1